ethyl 5-amino-3-iodo-4,5,6,7-tetrahydrobenzo[b]thiophene-2-carboxylate NC1CC2=C(SC(=C2I)C(=O)OCC)CC1